O=C1CCC(CC1)C1=CC=CC=2N(CCOC21)C2C(NC(CC2)=O)=O 3-[8-(4-oxocyclohexyl)-2,3-dihydro-1,4-benzoxazin-4-yl]piperidine-2,6-dione